[NH4+].[U+6] uranium ammonium salt